2-(diethoxyphosphoryl)-4-oxo-4-(((S)-1-(5-(trifluoromethyl)pyridin-2-yl)ethyl)amino)butanoic acid C(C)OP(=O)(OCC)C(C(=O)O)CC(N[C@@H](C)C1=NC=C(C=C1)C(F)(F)F)=O